C(C)(=O)C=1C(=C(NC1C)C(=O)O)CC 4-ACETYL-3-ETHYL-5-METHYL-1H-PYRROLE-2-CARBOXYLIC ACID